FC1(CN(CCC1)CCCCC(=O)O)F 5-(3,3-difluoropiperidin-1-yl)pentanoic acid